1-{2-[(R)-2-(benzyloxy)-1-(fluoromethyl)ethoxy]-5-bromo-4-fluorophenyl}-1-ethanone C(C1=CC=CC=C1)OC[C@@H](OC1=C(C=C(C(=C1)F)Br)C(C)=O)CF